N-(2-(1-(4-(2,4-dioxotetrahydropyrimidin-1(2H)-yl)benzyl)piperidin-4-yl)-5-(2-hydroxypropane-2-yl)benzo[d]oxazol-6-yl)-6-(trifluoromethyl)nicotinamide O=C1N(CCC(N1)=O)C1=CC=C(CN2CCC(CC2)C=2OC3=C(N2)C=C(C(=C3)NC(C3=CN=C(C=C3)C(F)(F)F)=O)C(C)(C)O)C=C1